BrC1C(=O)OC(CCC1)=O bromoadipic anhydride